ClC1=NC(=CC(=C1)N1N=C(C=2C=NC(=CC21)NC(C)=O)C)C(C)(F)F N-(1-(2-chloro-6-(1,1-difluoroethyl)pyridin-4-yl)-3-methyl-1H-pyrazolo[4,3-C]pyridin-6-yl)acetamide